2-Methyleneoxetane C=C1OCC1